Tert-butyl (R)-(1-(4-(trifluoromethyl)thiazol-2-yl)pyrrolidin-3-yl)carbamate FC(C=1N=C(SC1)N1C[C@@H](CC1)NC(OC(C)(C)C)=O)(F)F